ClC1=NC(=CC=C1C(=O)NS(=O)(=O)C1=NN(C=C1)CCCC1CC(N(C1)C(=O)OC(C)(C)C)(C)C)N1N=C(C=C1)OCCC(C1CC1)C1CC1 tert-Butyl 4-[3-[3-[[2-chloro-6-[3-(3,3-dicyclopropylpropoxy) pyrazol-1-yl] pyridine-3-carbonyl] sulfamoyl] pyrazol-1-yl] propyl]-2,2-dimethyl-pyrrolidine-1-carboxylate